OCCCC#CC1=CC2=C(N(C(N2C)=O)C2C(NC(CC2)=O)=O)C=C1 3-[5-(5-hydroxypent-1-ynyl)-3-methyl-2-oxo-benzimidazol-1-yl]piperidine-2,6-dione